COC(=O)C1=C(CCSC1)/C=C/C1CCN(CC1)C(=O)OC(C)(C)C tert-butyl (E)-4-(2-(5-(methoxycarbonyl)-3,6-dihydro-2H-thiopyran-4-yl)vinyl)piperidine-1-carboxylate